5,N-dimethyl-octadecylamine CC(CCCCNC)CCCCCCCCCCCCC